(R)-4-(2-(ethoxymethoxy)-4-(methylthio)phenyl)-N-(1-methylpiperidin-3-yl)phthalazin-1-amine C(C)OCOC1=C(C=CC(=C1)SC)C1=NN=C(C2=CC=CC=C12)N[C@H]1CN(CCC1)C